cis-3-benzyl-1-(cyclobutyl-methyl)-8-dimethylamino-8-phenyl-1,3-diazaspiro[4.5]decan-2-one C(C1=CC=CC=C1)N1C(N(C2(C1)CCC(CC2)(C2=CC=CC=C2)N(C)C)CC2CCC2)=O